CC1=CC(=NC=C1C=1N2C(C3=CC(=NC=C3C1)NC)=CC=N2)O 4-Methyl-5-(9-(methylamino)pyrazolo[5,1-a][2,6]naphthyridin-5-yl)pyridin-2-ol